tert-butyl (S)-(indolin-2-ylmethyl)(methyl)carbamate N1[C@@H](CC2=CC=CC=C12)CN(C(OC(C)(C)C)=O)C